N1=C(NC2=C1C=CC=C2)C(=O)O benzo[d]imidazole-2-carboxylic acid